FC(C(=O)OC)C(NCC1=CC(=CC=C1)OC(F)(F)F)=O methyl 2-fluoro-3-oxo-3-((3-(trifluoromethoxy)benzyl)amino)propanoate